P(=O)(O)(O)O.N=1C(CN=C2C=CC=CC12)=O quinoxalin-2(3H)-one phosphate